BrC=1C=C(N2N=CN=C(C21)N)C2CCN(CC2)S(=O)(=O)C 5-bromo-7-[1-(methylsulfonyl)piperidin-4-yl]pyrrolo[2,1-f][1,2,4]triazin-4-amine